CC=1SC(=CN1)C1=CC=C(N)C=C1 4-(2-methylthiazol-5-yl)aniline